methyl (S)-2-((2-(4-(2-ethoxy-2-oxoethyl)-2,6-difluorophenyl)-7-methylimidazo[1,2-a]pyridin-3-yl)methyl)morpholine-4-carboxylate C(C)OC(CC1=CC(=C(C(=C1)F)C=1N=C2N(C=CC(=C2)C)C1C[C@H]1CN(CCO1)C(=O)OC)F)=O